bromo-3-(3-bromoprop-1-en-2-yl)benzene BrC1=CC(=CC=C1)C(=C)CBr